diethylphosphinothioyl-choline iodide [I-].C(C)P(=S)(CC)OCC[N+](C)(C)C